BrC=1C=C(C(=C(C1)[C@H](CC(=O)OCC)N[S@](=O)C(C)(C)C)F)Cl ethyl (3S)-3-(5-bromo-3-chloro-2-fluorophenyl)-3-{[(R)-2-methylpropane-2-sulfinyl]amino}propanoate